3-[(tert-butoxycarbonyl)amino]-6-(methylsulfanyl)-5-(trifluoromethyl)pyridine-2-carboxylic acid C(C)(C)(C)OC(=O)NC=1C(=NC(=C(C1)C(F)(F)F)SC)C(=O)O